ClC1=CC=C(C=N1)C1=NN(C=2C1=NC(=C(C2)OC)C2=C1CCCC1=CC=C2)CC2=CC=C(C=C2)OC (6-Chloropyridin-3-yl)-5-(2,3-dihydro-1H-inden-4-yl)-6-methoxy-1-(4-methoxybenzyl)-1H-pyrazolo[4,3-b]pyridine